FC(CC[C@@H]1CN(C2=C(S([C@@H]1F)(=O)=O)C=C(C(=C2)C(F)(F)F)OC[C@H](C(=O)O)C)C2=CC=C(C=C2)F)(C)F (R)-3-(((2S,3R)-3-(3,3-difluorobutyl)-2-fluoro-5-(4-fluorophenyl)-1,1-dioxido-7-(trifluoromethyl)-2,3,4,5-tetrahydrobenzo[b][1,4]thiazepin-8-yl)oxy)-2-methylpropanoic acid